BrC=1C(=CC(=NC1)Cl)NN 5-bromo-2-chloro-4-hydrazineylpyridine